ClC1=CC=C(C=C1)C(CF)N(S(=O)(=O)C=1C=NC=C(C1)C#N)C N-(1-(4-chlorophenyl)-2-fluoroethyl)-5-cyano-N-methylpyridine-3-sulfonamide